racemic-tert-butyl-4-(2-((5-methoxy-7-methyl-1H-indol-4-yl)methyl)-2-azaspiro[3.3]heptan-1-yl)benzoic acid C(C)(C)(C)C1=C(C(=O)O)C=CC(=C1)[C@H]1N(CC12CCC2)CC2=C1C=CNC1=C(C=C2OC)C |r|